ClC=1C=C(C=CC1OCC=1C(=NOC1C1CC1)C1=C(C=CC=C1Cl)Cl)C1=CC=C(C=C1)CC(=O)O 2-(3'-chloro-4'-((5-cyclopropyl-3-(2,6-dichlorophenyl)isoxazol-4-yl)methoxy)-[1,1'-biphenyl]-4-yl)acetic acid